5-chloro-2-[2-(5,7-dihydropyrrolo[3,4-d]pyrimidin-6-yl)oxazolo[4,5-b]pyridin-5-yl]-3-methyl-phenol ClC=1C=C(C(=C(C1)O)C1=CC=C2C(=N1)N=C(O2)N2CC=1N=CN=CC1C2)C